C[C@H]1N(CCOC1)C1=NC2=C(N=CC=C2C(=C1)C1=CC=NN1C)C1=CC=NN1 2-[(3R)-3-methylmorpholin-4-yl]-4-[1-methyl-1H-pyrazol-5-yl]-8-(1H-pyrazol-5-yl)-1,7-naphthyridine